2-[4-[5-(tert-Butoxycarbonylamino)-4-cyano-1-isopropyl-pyrazol-3-yl]-2,3-difluorophenyl]acetic acid C(C)(C)(C)OC(=O)NC1=C(C(=NN1C(C)C)C1=C(C(=C(C=C1)CC(=O)O)F)F)C#N